mono-t-butylphosphorous acid C(C)(C)(C)P(O)(O)O